N=1ON=C2C1C=CC(=C2)C2=NN(C(=C2C(=O)N)C2CC2)C2=CC=CN1C2=NC=CC1=C=O (benzo[c][1,2,5]oxadiazol-5-yl)-5-cyclopropyl-1-(4-carbonyl-4H-pyrido[1,2-a]pyrimidin-9-yl)-1H-pyrazole-4-carboxamide